1-(7-(1-(4-Chlorobenzyl)piperidin-3-yl)-2-methylpyrazolo[1,5-a]pyrimidin-3-yl)-N-(cyclopropylmethyl)methanamine ClC1=CC=C(CN2CC(CCC2)C2=CC=NC=3N2N=C(C3CNCC3CC3)C)C=C1